N1=CC(=CC=C1)C(C)NCC1=NC=C(C=C1)C(F)(F)F 1-(pyridin-3-yl)-N-((5-(trifluoromethyl)pyridin-2-yl)methyl)ethan-1-amine